C1(CC1)C#CC1=CC(=NC2=C(N=CC=C12)C1=CC=NN1C1OCCCC1)N1[C@@H](COCC1)C 4-(cyclopropylethynyl)-2-[(3R)-3-methylmorpholin-4-yl]-8-{1-[tetrahydro-2H-pyran-2-yl]-1H-pyrazol-5-yl}-1,7-naphthyridine